3,3,4,4,5,5,5-heptafluorovaleraldehyde FC(CC=O)(C(C(F)(F)F)(F)F)F